2-[6-amino-5-[1-fluoro-2-[2-[3-[[1-(4-piperidylmethyl)-4-piperidyl]oxy]cyclobutoxy]-4-pyridyl]vinyl]pyridazin-3-yl]phenol trifluoroacetate FC(C(=O)O)(F)F.NC1=C(C=C(N=N1)C1=C(C=CC=C1)O)C(=CC1=CC(=NC=C1)OC1CC(C1)OC1CCN(CC1)CC1CCNCC1)F